(rac)-((1R,2S,4S)-2-((tert-butyldiphenylsilyl)methyl)-2-cyclopentylbicyclo[2.1.1]hexan-1-yl)(naphthalen-2-yl)methanone [Si](C1=CC=CC=C1)(C1=CC=CC=C1)(C(C)(C)C)C[C@]1(C2(CC(C1)C2)C(=O)C2=CC1=CC=CC=C1C=C2)C2CCCC2 |r|